C(C)N(C(C1=C(C=CC(=C1)F)C=1C=2N(C=C(C1)C1CN(C1)[C@H](CC[C@H]1NCCOC1)C(C)C)C(=NC2)C)=O)C(C)C N-ethyl-5-fluoro-2-(3-methyl-6-{1-[(3R)-4-methyl-1-[(3R)-morpholin-3-yl]pentan-3-yl]azetidin-3-yl}imidazo[1,5-a]pyridin-8-yl)-N-(isopropyl)benzamide